FC1=CC=C2C3=C(NC2=C1)C(=NC=C3)C3=CC1=C(N=CS1)C=C3 6-(7-fluoro-9H-pyrido[3,4-b]indol-1-yl)benzo[d]thiazole